ClC(C=CC(F)(F)F)(F)F 1-chloro-1,1,4,4,4-pentafluorobut-2-ene